C(C=C)(=O)OC[Si](C)(C)CCC acryloyloxy-propyl-trimethylsilane